dimethylbis(cyclopentadienyl)hafnium C[Hf](C1C=CC=C1)(C1C=CC=C1)C